NC1=NC(=CC(=N1)C=1C=C(C=CC1)S(=O)(=O)NC([C@H](CC(C)C)NC(OC(C)(C)C)=O)=O)C (S)-tert-butyl (1-(3-(2-amino-6-methylpyrimidin-4-yl)phenylsulfonamido)-4-methyl-1-oxopentan-2-yl)carbamate